C1(CC1)C=1C(=NSC1C(=O)OCC)C1=C(C=NC=C1Cl)Cl ethyl 4-cyclopropyl-3-(3,5-dichloropyridin-4-yl)-1,2-thiazole-5-carboxylate